4-(N-(3-chlorobenzyl)-2-(2,3-dioxoindolin-1-yl)acetamido)-N-methylbenzamide ClC=1C=C(CN(C(CN2C(C(C3=CC=CC=C23)=O)=O)=O)C2=CC=C(C(=O)NC)C=C2)C=CC1